CS(=O)(=O)N1CCC(CC1)COC=1C(C=C(OC1)CN1CC2=CC=C(C=C2C1)[N+](=O)[O-])=O 5-((1-(methylsulfonyl)piperidin-4-yl)methoxy)-2-((5-nitroisoindolin-2-yl)methyl)-4H-pyran-4-one